2-fluoro-2,2-dinitroethyl acrylate C(C=C)(=O)OCC([N+](=O)[O-])([N+](=O)[O-])F